N-[5-[5-[(1-acetyl-4-piperidyl)methoxy]-2-cyano-4-pyridyl]pyrazolo[1,5-a]pyridin-2-yl]cyclopropanecarboxamide C(C)(=O)N1CCC(CC1)COC=1C(=CC(=NC1)C#N)C1=CC=2N(C=C1)N=C(C2)NC(=O)C2CC2